4-[1-(tert-butoxycarbonyl)-3,6-dihydro-2H-pyridin-4-yl]phthalic acid 1,2-dimethyl ester COC(C=1C(C(=O)OC)=CC(=CC1)C=1CCN(CC1)C(=O)OC(C)(C)C)=O